4-(4-Ethylpiperazin-1-yl)-N-isopentyl-1H-benzo[d]imidazole-1-carboxamide C(C)N1CCN(CC1)C1=CC=CC=2N(C=NC21)C(=O)NCCC(C)C